FC=1C(=CC(=NC1)OC)C1=NNC(=C1)C(=O)N1C2(CC2)C[C@H](CC1)C(=O)NCC1(COC1)O (S)-4-(3-(5-fluoro-2-methoxypyridin-4-yl)-1H-pyrazole-5-carbonyl)-N-((3-hydroxyoxetan-3-yl)methyl)-4-azaspiro[2.5]octane-7-carboxamide